tert-butyl 4-((5-hydroxy-4-(isoxazol-4-ylcarbamoyl)-1-methyl-6-oxo-1,6-dihydropyrimidin-2-yl)methyl)piperidine-1-carboxylate OC1=C(N=C(N(C1=O)C)CC1CCN(CC1)C(=O)OC(C)(C)C)C(NC=1C=NOC1)=O